CC(C)(C)[S@@](=O)/N=C/[C@@H](C)OC(C(F)(F)F)(C)C (R)-2-methyl-N-((R,E)-2-((1,1,1-trifluoro-2-methylpropan-2-yl)oxy)propylidene)propane-2-sulfinamide